CCCCNC(=O)OCC#CI 3-iodo-2-propynyl butyl carbamate